C(C1=CC=CC=C1)N(C1[C@@H]2CC[C@H](C1)N2C2=NC(=NC1=C(C(=C(C=C21)Cl)Br)F)F)C (1S,4R)-N-benzyl-7-(7-bromo-6-chloro-2,8-difluoroquinazolin-4-yl)-N-methyl-7-azabicyclo[2.2.1]heptan-2-amine